2-(4-(trifluoromethyl)pyridin-2-yl)-2,8-diazaspiro[4.5]decane hydrochloride Cl.FC(C1=CC(=NC=C1)N1CC2(CC1)CCNCC2)(F)F